ClC=1C(=C(C=CC1Cl)NC1=NC=NC2=CC(=C(C=C12)C1CN(C1)C(C=C)=O)OCCN1CCOCC1)F 1-(3-(4-((3,4-dichloro-2-fluorophenyl)amino)-7-(2-morpholinoeth-oxy)quinazolin-6-yl)azetidin-1-yl)prop-2-en-1-one